Cl.C(C)N=C=NCCCN(C)C 1-ethyl-3-[3-(dimethylamino)propyl]-carbodiimide HCl